2,3-dimethyl-2-hexyl acrylate C(C=C)(=O)OC(C)(C(CCC)C)C